C1CCC2=C(C=CC=C12)C1=C(C=C2C(=N1)C(=NN2)C=2C=NN(C2)C(C#N)C)OC (4-(5-(2,3-dihydro-1H-inden-4-yl)-6-methoxy-1H-pyrazolo[4,3-b]pyridin-3-yl)-1H-pyrazol-1-yl)propionitrile